FC1=C(N=CC2=C1N=C(N=C2NCC=2C=NN1C2N=CC=C1)OCC12CCCN2CCC1)C1=CC=CC2=CC=CC(=C12)F 8-fluoro-7-(8-fluoronaphthalen-1-yl)-N-(pyrazolo[1,5-a]pyrimidin-3-ylmethyl)-2-((tetrahydro-1H-pyrrolizin-7a(5H)-yl)methoxy)pyrido[4,3-d]pyrimidin-4-amine